5-Bromo-N-(1-(pyridin-2-ylmethyl)piperidin-4-yl)pyrazolo[1,5-a]pyridine-3-carboxamide BrC1=CC=2N(C=C1)N=CC2C(=O)NC2CCN(CC2)CC2=NC=CC=C2